FC(CNC(C1=CC(=C(C=C1)OC1=CC=CC=C1)C=1C2=C(C(N(C1)C)=O)NC=C2)=O)F N-(2,2-difluoroethyl)-3-(6-methyl-7-oxo-6,7-dihydro-1H-pyrrolo[2,3-c]pyridin-4-yl)-4-phenoxybenzamide